BrC=1C=NN2C1N=C(N=C2NCC2=NN=C(N2)C2=C(C=CC=C2)F)N2CCOCC2 8-bromo-N-{[5-(2-fluorophenyl)-4H-1,2,4-triazol-3-yl]methyl}-2-(morpholin-4-yl)pyrazolo[1,5-a][1,3,5]triazin-4-amine